benzyl 3-[[[(3R)-3-(tert-butoxycarbonylamino)-5-[[4-(cyclopentoxy)phenyl]methyl]-4-oxo-2,3-dihydro-1,5-benzothiazepine-7-carbonyl] amino] carbamoyl]pyrrolidine-1-carboxylate C(C)(C)(C)OC(=O)N[C@H]1CSC2=C(N(C1=O)CC1=CC=C(C=C1)OC1CCCC1)C=C(C=C2)C(=O)NNC(=O)C2CN(CC2)C(=O)OCC2=CC=CC=C2